(S)-N-(2-(azetidin-3-yl)-2-(4-fluorophenyl)propyl)-2,5-bis(trifluoromethyl)pyrazolo[1,5-a]pyrimidin-7-amine N1CC(C1)[C@@](CNC1=CC(=NC=2N1N=C(C2)C(F)(F)F)C(F)(F)F)(C)C2=CC=C(C=C2)F